3-[[4-hydroxy-1-[(3R,4R)-1-[(6-methylpyrazin-2-yl)methyl]-3-phenyl-piperidine-4-carbonyl]-4-piperidinyl]methyl]-7-phenyl-thieno[3,4-d]pyrimidin-4-one OC1(CCN(CC1)C(=O)[C@H]1[C@@H](CN(CC1)CC1=NC(=CN=C1)C)C1=CC=CC=C1)CN1C=NC=2C(C1=O)=CSC2C2=CC=CC=C2